O1C(CCC2=CC=CC=C12)=O CHROMAnon